1,1-bis(4-hydroxyphenyl)-n-heptane OC1=CC=C(C=C1)C(CCCCCC)C1=CC=C(C=C1)O